[N+](=[N-])=C1CC(NC(N1)=O)=O 6-(diazo)uracil